(S)-ethyl 2-(4-(aminomethyl)-2-((7-(2-((1,1-dimethylethylsulfinamido)methyl)-3-fluoropyridin-4-yl)benzofuran-5-yl)methoxy)phenyl)acetate NCC1=CC(=C(C=C1)CC(=O)OCC)OCC=1C=C(C2=C(C=CO2)C1)C1=C(C(=NC=C1)CN[S@@](=O)C(C)(C)C)F